ClC=1C=CC2=C([C@@H](C[C@@H](O2)C(=O)NC23CC(C2)(C3)N3C([C@@H](CC3)C3=CC=C(C=C3)Cl)=O)O)C1 |o1:20| (2R,4R)-6-chloro-N-{3-[(3S*)-3-(4-chlorophenyl)-2-oxopyrrolidin-1-yl]bicyclo[1.1.1]pentan-1-yl}-4-hydroxy-3,4-dihydro-2H-1-benzopyran-2-carboxamide